C(C)(C)(C)OC(=O)N[C@@H](CCCCN(C[C@@H](CCCCCCCCCC)O)C[C@@H](CCCCCCCCCC)O)C(=O)O N2-(tert-butoxycarbonyl)-N6,N6-bis((R)-2-hydroxydodecyl)-L-lysine